2-Amino-N-[5-[[5-[cyclopropyl(methoxy)methyl]pyridin-2-yl]carbamoyl]-4-fluoro-2-methylphenyl]-1,3-thiazole-5-carboxamide NC=1SC(=CN1)C(=O)NC1=C(C=C(C(=C1)C(NC1=NC=C(C=C1)C(OC)C1CC1)=O)F)C